C(C1=CC=CC=C1)(C1=CC=CC=C1)N1[C@H]2CN([C@@H](C1)C2)C(=O)C=2C=C1C(N(C(C1=CC2)=O)C2C(NC(CC2)=O)=O)=O 5-((1R,4R)-5-benzhydryl-2,5-diazabicyclo[2.2.1]heptane-2-carbonyl)-2-(2,6-dioxopiperidin-3-yl)isoindoline-1,3-dione